FC1=CC=C(C=C1)C=1C=C2C(NC=NC2=CC1OCC1=NN(C=C1)C)=O 6-(4-fluorophenyl)-7-((1-methyl-1H-pyrazol-3-yl)methoxy)quinazolin-4(3H)-one